C=C1CC2(CN(C2)C(=O)OC(C)(C)C)CC1 tert-Butyl 6-methylene-2-azaspiro[3.4]octane-2-carboxylate